2-[4-hydroxy-3-(trifluoromethoxy)phenyl]-7-(piperazin-1-yl)-4H-pyrido[1,2-a]pyrimidin OC1=C(C=C(C=C1)C=1N=C2N(CC1)C=C(C=C2)N2CCNCC2)OC(F)(F)F